4-((7-Chloro-5-methyl-4-oxo-4,5-dihydrothieno[3,2-c]pyridin-3-yl)amino)-6-(cyclopropanecarboxamido)-N-(methyl-d3)nicotinamide ClC=1C2=C(C(N(C1)C)=O)C(=CS2)NC2=CC(=NC=C2C(=O)NC([2H])([2H])[2H])NC(=O)C2CC2